3,3'-(1,1,3,3,5,5-Hexamethyl-1,5-trisiloxanediyl)bis[1-propanol] C[Si](O[Si](O[Si](C)(C)CCCO)(C)C)(C)CCCO